6-(4-Chloro-3-isobutoxyphenyl)-2-[(2S,5R)-2,5-dimethylpyrrolidin-1-yl]-N-(1H-pyrazol-5-ylsulfonyl)pyridin-3-carboxamid ClC1=C(C=C(C=C1)C1=CC=C(C(=N1)N1[C@H](CC[C@H]1C)C)C(=O)NS(=O)(=O)C1=CC=NN1)OCC(C)C